COC(C(NC)(C)C)=O N-methyl-2-methyl-alanine methyl ester